molybdenum 3,5-di-t-butylsalicylate C(C)(C)(C)C1=C(C(C(=O)[O-])=CC(=C1)C(C)(C)C)O.[Mo+4].C(C)(C)(C)C1=C(C(C(=O)[O-])=CC(=C1)C(C)(C)C)O.C(C)(C)(C)C1=C(C(C(=O)[O-])=CC(=C1)C(C)(C)C)O.C(C)(C)(C)C1=C(C(C(=O)[O-])=CC(=C1)C(C)(C)C)O